NC=1C=2N(C3=CC(=CC=C3N1)C(=O)N(CC1=NC=C(C=C1)C(F)(F)F)[C@H](C)C=1C=NN(C1)C)C=CC2 (R)-4-amino-N-(1-(1-methyl-1H-pyrazol-4-yl)ethyl)-N-((5-(trifluoromethyl)pyridin-2-yl)methyl)pyrrolo[1,2-a]quinoxaline-8-carboxamide